7-{[2-(4-chlorophenyl)imidazo[1,2-a]pyridin-3-yl]methyl}-N-isopropyl-N-methyl-3-oxa-7,9-diazabicyclo[3.3.1]nonane-9-carboxamide ClC1=CC=C(C=C1)C=1N=C2N(C=CC=C2)C1CN1CC2COCC(C1)N2C(=O)N(C)C(C)C